FC=1C=CC2=C([C@@H](CO2)NC)C1 (S)-5-fluoro-N-methyl-2,3-dihydrobenzofuran-3-amine